FC1=C(C(=C(C=C1F)F)F)OC(C1=CN=C(C=C1)[18F])=O 2,3,5,6-Tetrafluorophenyl-6-[18F]fluoronicotinate